benzyl propylene oxide C(C1=CC=CC=C1)C1C(C)O1